N[C@H](C(=O)N1[C@@H](C[C@H](C1)O)C(=O)NCC1=CC=C(C=C1)C1=C(N=CS1)C)C(C)(C)C (2S,4R)-1-[(2S)-2-amino-3,3-dimethyl-butanoyl]-N-[[4-(4-methyl-1,3-thiazol-5-yl)phenyl]methyl]-4-hydroxy-pyrrolidine-2-carboxamide